C(C)C1COCCN1CCOC1=CC=CC=C1 4-(2-(3-ethylmorpholino)ethoxy)benzol